3-hydroxygonane tert-butyl-(3R)-3-[(2-fluoro-4-iodo-benzoyl)-(3-methylthieno[3,2-c]pyridin-4-yl)amino]piperidine-1-carboxylate C(C)(C)(C)C1N(CCC[C@H]1N(C1=NC=CC2=C1C(=CS2)C)C(C2=C(C=C(C=C2)I)F)=O)C(=O)O.OC2CC1CC[C@@H]3[C@H](CC[C@@H]4CCC[C@@H]34)[C@H]1CC2